(1-(trifluoromethyl)cyclopropyl)acetic acid FC(C1(CC1)CC(=O)O)(F)F